S1C=NC2=C1C=CC(=C2)NC2=NC1=C(C=CC=C1C=N2)OC2CCC(CC2)O 4-{[2-(benzo[d]thiazol-5-ylamino)quinazolin-8-yl]oxy}cyclohexanol